2-Bromo-4-chloro-6-fluorophenol BrC1=C(C(=CC(=C1)Cl)F)O